C(CC=C)O homoallyl alcohol